2,4-dimethoxy-6-(trifluoromethyl)pyridine-3-sulfonyl chloride COC1=NC(=CC(=C1S(=O)(=O)Cl)OC)C(F)(F)F